2-di-tert-butylphosphino-2'-(N,N-dimethylamino)biphenyl C(C)(C)(C)P(C1=C(C=CC=C1)C1=C(C=CC=C1)N(C)C)C(C)(C)C